C1N(CCC2=CC=CC=C12)C[C@H](CNC(=O)C=1N=C2N(CC(CC2)NC(C2=CC=NC=C2)=O)C1)O N-((S)-3-(3,4-Dihydroisoquinolin-2(1H)-yl)-2-hydroxypropyl)-6-(isonicotinamido)-5,6,7,8-tetrahydroimidazo[1,2-a]pyridine-2-carboxamide